(6aS,12bR)-(-)-N-propyl-2,3-dimethyl-10,11-dihydroxy-5,6,6a,7,8,12b-hexahydrobenzo[a]phenanthridine C(CC)N1[C@H]2CCC3=C([C@@H]2C=2C=C(C(=CC2C1)C)C)C=C(C(=C3)O)O